tert-butyl 4-[[4-[2-[[4-[(8-cyclopentyl-7-ethyl-5-methyl-6-oxo-7H-pteridin-2-yl)amino]-3-methoxy-benzoyl]amino]ethyl]piperazin-1-yl]methyl]piperidine-1-carboxylate C1(CCCC1)N1C(C(N(C=2C=NC(=NC12)NC1=C(C=C(C(=O)NCCN2CCN(CC2)CC2CCN(CC2)C(=O)OC(C)(C)C)C=C1)OC)C)=O)CC